ClC1=NN(C=C1C1=NC=CC(=N1)NC=1N=CC2=C(C=CC(=C2C1)C(C)C)N1[C@@H]([C@H](C1)CS(=O)(=O)C)C)C1CC2(C1)N(CCC2)C N-(2-(3-Chloro-1-(5-methyl-5-azaspiro[3.4]octan-2-yl)-1H-pyrazol-4-yl)pyrimidin-4-yl)-5-isopropyl-8-((2R,3S)-2-methyl-3-((methanesulfonyl)methyl)azetidin-1-yl)isoquinolin-3-amine